ethyl (S)-3-(3-(4-hydroxy-1-methyl-2-oxo-1,2-dihydropyridin-3-yl)ureido)-3-(3-(2-methoxy benzyl)phenyl)propanoate OC1=C(C(N(C=C1)C)=O)NC(N[C@@H](CC(=O)OCC)C1=CC(=CC=C1)CC1=C(C=CC=C1)OC)=O